3-(1-(4-(((tetrahydro-2H-pyran-2-yl)oxy)methyl)phenyl)-2-oxabicyclo[2.2.2]octan-4-yl)propanenitrile O1C(CCCC1)OCC1=CC=C(C=C1)C12OCC(CC1)(CC2)CCC#N